diphenyl-(2-pyridyl)phosphine C1(=CC=CC=C1)P(C1=NC=CC=C1)C1=CC=CC=C1